[N+](=O)([O-])C#CCC(C1=CC=CC=C1)Cl 4-nitrochlorophenyl-3-butyne